COC(=O)C=1C=C(C=C(C1)C)C1=CC=C(C=C1)N1CCC(CC1)NC(=O)OC(C)(C)C 4'-(4-((tert-butoxycarbonyl)amino)piperidin-1-yl)-5-methyl-[1,1'-biphenyl]-3-carboxylic acid methyl ester